ClC1=CC(=NC=C1)C=O 4-chloropyridine-2-carbaldehyde